ClCCOC1=CC=C(C#N)C=C1 4-(2-chloroethoxy)benzonitrile